N-Cyclohexyl-2-aminoethane-sulfonic acid C1(CCCCC1)NCCS(=O)(=O)O